CN1C(=NN=C1)C1=C(C=CC=C1)C1=CC(=CC=C1)N1C(C2=CC(=CC(=C2C1)C(F)(F)F)CN1C[C@@H](OCC1)C)=O (S)-2-(2'-(4-methyl-4H-1,2,4-triazol-3-yl)-[1,1'-biphenyl]-3-yl)-6-((2-methylmorpholino)methyl)-4-(trifluoromethyl)isoindolin-1-one